O1C(=CC2=C1C=CC=C2)C=2C=CC=1N(C2)C(=CN1)C1=NC(=NC=C1)NC1=CC=C(C=N1)N1CCN(CC1)C(C)=O 1-(4-(6-((4-(6-(Benzofuran-2-yl)imidazo[1,2-a]pyridin-3-yl)pyrimidin-2-yl)amino)pyridin-3-yl)piperazin-1-yl)ethan-1-one